1-propyl-1H-tetrazol-5-amine C(CC)N1N=NN=C1N